5-ethyl-2-fluoro-4-(3-(4,5,6,7-tetrahydro-3H-imidazo[4,5-c]pyridin-2-yl)-1H-indazol-6-yl)phenol C(C)C=1C(=CC(=C(C1)O)F)C1=CC=C2C(=NNC2=C1)C1=NC2=C(CNCC2)N1